5-[5-(piperidin-4-yloxy)-2,3-dihydro-1H-isoindol-2-yl]-4-(trifluoromethyl)-2-[[2-(trimethylsilyl)ethoxy]methyl]-2,3-dihydropyridazin-3-one N1CCC(CC1)OC=1C=C2CN(CC2=CC1)C1=C(C(N(N=C1)COCC[Si](C)(C)C)=O)C(F)(F)F